N-[4-(1-Ethyl-piperidin-3-yl)-2-trifluoromethyl-phenyl]-4-methyl-3-(4-pyridin-3-yl-pyrimidin-2-ylamino)-benzamide C(C)N1CC(CCC1)C1=CC(=C(C=C1)NC(C1=CC(=C(C=C1)C)NC1=NC=CC(=N1)C=1C=NC=CC1)=O)C(F)(F)F